ClC=1C=C(C=CC1F)C=1C(=NC(=NC1)NC=1C=NN(C1)CCN(C)C)NC=1C=C(C=CC1F)NC(C=C)=O N-(3-((5-(3-chloro-4-fluorophenyl)-2-((1-(2-(dimethylamino)ethyl)-1H-pyrazol-4-yl)amino)pyrimidin-4-yl)amino)-4-fluorophenyl)acrylamide